(S)-4-[4-(1-acetamido-ethyl)phenylamino]-7-methoxy-6-(3-(dibutylamino)propoxy)quinazoline C(C)(=O)N[C@@H](C)C1=CC=C(C=C1)NC1=NC=NC2=CC(=C(C=C12)OCCCN(CCCC)CCCC)OC